tert-Butyl (R)-3-(4-(1-((S)-3-((tert-butoxycarbonyl)amino)-2-((tert-butyldimethylsilyl)oxy)propyl)-1H-pyrazol-4-yl)phenoxy)-2-((tert-butyldimethylsilyl)-oxy)propanoate C(C)(C)(C)OC(=O)NC[C@@H](CN1N=CC(=C1)C1=CC=C(OC[C@H](C(=O)OC(C)(C)C)O[Si](C)(C)C(C)(C)C)C=C1)O[Si](C)(C)C(C)(C)C